2-(((2-cinnamoyl-1,2,3,4-tetrahydroisoquinolin-6-yl)oxy)methyl)-N-hydroxypyrimidine-5-carboxamide C(C=CC1=CC=CC=C1)(=O)N1CC2=CC=C(C=C2CC1)OCC1=NC=C(C=N1)C(=O)NO